C1(C(CCCC1)N)N (E)-1,2-cyclohexanediamine